5-(4,5-dimethyl-4H-[1,2,4]triazol-3-yl)-6-methyl-2-oxo-1-(3-trifluoromethylphenyl)-1,2-dihydro-pyridine-3-carboxylic acid 4-methanesulfonyl-benzylamide CS(=O)(=O)C1=CC=C(CNC(=O)C=2C(N(C(=C(C2)C2=NN=C(N2C)C)C)C2=CC(=CC=C2)C(F)(F)F)=O)C=C1